N1CCCC=2C1=CN=NC2 tetrahydropyrido[2,3-d]pyridazin